(2,2-dimethyl-1,3-dioxan-5-yl)methylmethanesulfonic acid CC1(OCC(CO1)CCS(=O)(=O)O)C